methyl (S)-6-(5-cyano-6-(2-methylazetidin-1-yl)-4-(trifluoromethyl) pyridin-2-yl)-6-azaspiro[3.4]octane-2-carboxylate C(#N)C=1C(=CC(=NC1N1[C@H](CC1)C)N1CC2(CC(C2)C(=O)OC)CC1)C(F)(F)F